{(E)-(S)-18-Chloro-15-[(4-methyl-cyclohexanecarbonyl)-amino]-9-oxo-8,17,19-triaza-tricyclo[14.2.1.02,7]nonadeca-1(18),2,4,6,12,16(19)-hexaen-5-yl}-carbamic Acid methyl ester COC(NC1=CC=C2C3=C(NC([C@H](C/C=C/CCC(NC2=C1)=O)NC(=O)C1CCC(CC1)C)=N3)Cl)=O